(E)-3-[4-[[1-(2-Chloro-4-fluorophenyl)triazol-4-yl]methoxy]-3-methoxyphenyl]-1-(2-hydroxy-4,6-dimethoxyphenyl)prop-2-en-1-one ClC1=C(C=CC(=C1)F)N1N=NC(=C1)COC1=C(C=C(C=C1)/C=C/C(=O)C1=C(C=C(C=C1OC)OC)O)OC